Phenyl-(2,4,6-trimethyl-benzoyl)lithium phosphate P(=O)(O)(O)O.C1(=CC=CC=C1)C=1C(=C(C(=O)[Li])C(=CC1C)C)C